O=C1N(C=CC(N1)=O)[C@@H]1O[C@@H]([C@H]([C@H]1OCCCCCCCCON1C(C2=CC=CC=C2C1=O)=O)O)CO 2-((8-(((2R,3R,4R,5R)-2-(2,4-dioxo-3,4-dihydropyrimidin-1(2H)-yl)-4-hydroxyl-5-(hydroxylmethyl)tetrahydrofuran-3-yl)oxy)octyl)oxy)isoindoline-1,3-dione